N-([1,1':2',1''-terphenyl]-4'-yl)-7,7-dimethyl-7H-benzo[c]fluorene-5-amine C1(=CC=CC=C1)C=1C(=CC(=CC1)NC1=CC=2C(C=3C=CC=CC3C2C2=C1C=CC=C2)(C)C)C2=CC=CC=C2